dimethyl-(2-((2-((4-(((3-(piperidin-3-yl)phenyl)amino)methyl)phenyl)amino)-5-(trifluoromethyl)pyrimidin-4-yl)amino)phenyl)phosphine oxide CP(C1=C(C=CC=C1)NC1=NC(=NC=C1C(F)(F)F)NC1=CC=C(C=C1)CNC1=CC(=CC=C1)C1CNCCC1)(C)=O